2-(3-(3-bromophenyl)-3-(4-methyl-4H-1,2,4-triazol-3-yl)cyclobutyl)acetonitrile BrC=1C=C(C=CC1)C1(CC(C1)CC#N)C1=NN=CN1C